ClC=1C=CC(=NC1)CN1CCN(CC1)C1=C(C(=CC(=C1)CC(C)C)F)C=1N=NNN1 1-[(5-chloro-2-pyridyl)methyl]-4-[3-fluoro-5-isobutyl-2-(2H-tetrazol-5-yl)phenyl]piperazine